2-methyl-5-oxo-6-phenyl-5,6-dihydro-1,6-naphthyridine-3-carboxylic acid CC1=NC=2C=CN(C(C2C=C1C(=O)O)=O)C1=CC=CC=C1